ClC1=C(C(=CC=C1)Cl)N1N=C(C(=N1)C(=O)N)NC1=CC=C(C=C1)C1=NN=CN1C 2-(2,6-dichlorophenyl)-5-((4-(4-methyl-4H-1,2,4-triazol-3-yl)phenyl)amino)-2H-1,2,3-triazole-4-carboxamide